C(#N)[C@H](C[C@H]1C(NC2(CC2)C1)=O)NC(=O)[C@@H]1[C@H]2C([C@H]2CN1C([C@H](C(C)(C)C)NC=1SC=CN1)=O)(C)C (1R,2S,5S)-N-[(1S)-1-cyano-2-[(6R)-5-oxo-4-azaspiro[2.4]heptan-6-yl]ethyl]-3-[(2S)-3,3-dimethyl-2-(thiazol-2-ylamino)butanoyl]-6,6-dimethyl-3-azabicyclo[3.1.0]hexane-2-carboxamide